CN(CCC=1C=CC=2N(C1)N=CC2C=O)C (6-(2-(dimethylamino)ethyl)pyrazolo[1,5-a]pyridin-3-yl)methanone